COC1=CC=C(C=C1)N1N=C2C=CC=CC2=C1 2-(4-methoxyphenyl)-2H-indazole